[Cl-].[Cl-].[Zr+2].C1C(=CC2=CC=CC=C12)C(C)C1C(=CC2=CC=CC=C12)C1=CC=CC=C1.C1C(=CC2=CC=CC=C12)C(C)C1C(=CC2=CC=CC=C12)C1=CC=CC=C1 bis((2-indenyl)-(2-phenyl-1-indenyl)-ethane) zirconium dichloride